(R)-2-((4-(hydroxyimino)-1-oxo-1,4-dihydronaphthalen-2-yl)amino)-3-phenyl-N-(3-bromophenyl)-propionamide ON=C1C=C(C(C2=CC=CC=C12)=O)N[C@@H](C(=O)NC1=CC(=CC=C1)Br)CC1=CC=CC=C1